bis[4,4-bis(trifluoromethyl)-3-oxatricyclo-[4.2.1.02,5]-nonylmethoxyphenyl]phenyl-sulfonium bis(perfluoroethylsulfonyl)imide [N-](S(=O)(=O)C(F)(F)C(F)(F)F)S(=O)(=O)C(F)(F)C(F)(F)F.FC(C1(OC2C3(CCC(C12)C3)COC3=C(C=CC=C3)[S+](C3=CC=CC=C3)C3=C(C=CC=C3)OCC31C2OC(C2C(CC3)C1)(C(F)(F)F)C(F)(F)F)C(F)(F)F)(F)F